NC1CC2(CC(C2)C(=O)OC)C1 methyl (Sa)-6-aminospiro[3.3]heptane-2-carboxylate